(E)-5,5-dimethyl-2-[p-(1H-1,2,4-triazol-1-yl)benzoylamino]-3-hexenoic acid CC(/C=C/C(C(=O)O)NC(C1=CC=C(C=C1)N1N=CN=C1)=O)(C)C